COC1=CC=C(CNC=2C(=NN(C2[N+](=O)[O-])C)[N+](=O)[O-])C=C1 4-Methoxybenzylamino-1-methyl-3,5-dinitropyrazole